7-chloro-N-[(2S)-1-({(1S)-1-cyano-2-[(3S)-2-oxopyrrolidin-3-yl]ethyl}amino)-4-methyl-1-oxopentan-2-yl]-1H-indole-2-carboxamide ClC=1C=CC=C2C=C(NC12)C(=O)N[C@H](C(=O)N[C@@H](C[C@H]1C(NCC1)=O)C#N)CC(C)C